C(C)C=1OC2=C(C1C(=O)C1=CC(=C(C(=C1)Br)O)Br)C=CC=C2 (2-ethyl-3-benzofuranyl)-(3,5-dibromo-4-hydroxyphenyl)ketone